4-((2S,5R)-4-(1-(4-cyclopropyl-2-fluorophenyl)ethyl)-2,5-diethylpiperazin-1-yl)-1-methyl-2-oxo-1,2-dihydropyrido[3,2-d]Pyrimidine-6-carbonitrile C1(CC1)C1=CC(=C(C=C1)C(C)N1C[C@@H](N(C[C@H]1CC)C=1C2=C(N(C(N1)=O)C)C=CC(=N2)C#N)CC)F